(R)-3-(7-chloro-3-cyclohexyl-2-methyl-1,1-dioxido-5-phenyl-2,3,4,5-tetrahydrobenzo[f][1,2,5]thiadiazepin-8-yl)-2-fluorobenzoic acid ClC=1C(=CC2=C(N(C[C@H](N(S2(=O)=O)C)C2CCCCC2)C2=CC=CC=C2)C1)C=1C(=C(C(=O)O)C=CC1)F